(R)-3-(3,4-dichloro-2-fluorophenyl)isoxazolidine ClC=1C(=C(C=CC1Cl)[C@@H]1NOCC1)F